CCC(CCCC)OCC1(COC=2C(OC1)=CSC2)COC(CC)CCCC 3,3-Bis(heptan-3-yloxymethyl)-2,4-dihydrothieno[3,4-b][1,4]dioxepine